C(CCC)OC1=C(C=C(C=C1C(C)(C)C)C(C)(C)C)\C(=C/C=C/C(=C/C(=O)O)/C)\C (2E,4E,6Z)-7-[2-butoxy-3,5-bis(1,1-dimethylethyl)-phenyl]-3-methyl-2,4,6-octatrienoic acid